C(=O)(O)C(CC[C@H](N)C(=O)N)NC(N)=N 5-carboxyargininamide